C(C1=CC=CC=C1)OC(CC[C@@H](CCCCCC)O)=O (R)-4-hydroxy-decanoic acid benzyl ester